N1C(=NC=C1)C=1C(=CC(=NC1)NC(C)=O)NC1=NC(=CC(=C1)C)S(=O)(=O)C N-(5-(1H-imidazol-2-yl)-4-((4-methyl-6-(methylsulfonyl)pyridin-2-yl)amino)pyridin-2-yl)acetamide